FC(C1=NN2C(C[N]CC2)=N1)(F)F 2-(trifluoromethyl)-5,6-dihydro-8H-7λ2-[1,2,4]triazolo[5,1-c]pyrazine